C=CCCC trans-pentene